C(C1=CC=CC=C1)OC1=C(C(=C2C[C@@H](N(C2=C1)C(=O)OC(C)(C)C)CO[Si](C(C)C)(C(C)C)C(C)C)F)N1S(NC(C1)=O)(=O)=O tert-butyl (2R)-6-(benzyloxy)-4-fluoro-5-(1,1,4-trioxo-1λ6,2,5-thiadiazolidin-2-yl)-2-({[tri(propan-2-yl)silyl]oxy}methyl)-2,3-dihydro-1H-indole-1-carboxylate